FC1=C(C=C(C=C1)F)C1=C(C(=NC=C1)C1CCC(CC1)F)C1=C(C(=O)N)C=CC(=N1)OC(C)C (4-(2,5-difluorophenyl)-2-(4-fluorocyclohexyl)pyridin-3-yl)-6-isopropoxynicotinamide